(S)-3-(3-(5-benzyl-1H-1,2,4-triazole-3-carboxamido)-5-methyl-4-oxo-2,3,4,5-tetrahydrobenzo[b][1,4]oxazepin-7-yl)propanoic acid C(C1=CC=CC=C1)C1=NC(=NN1)C(=O)N[C@@H]1C(N(C2=C(OC1)C=CC(=C2)CCC(=O)O)C)=O